(R or S)-N-(6-(4-(1,1-dioxidothiomorpholin-3-yl)-1H-imidazol-1-yl)-5-fluoropyridin-3-yl)-2-(2-fluoro-3-(trifluoromethyl)phenyl)acetamide O=S1(C[C@H](NCC1)C=1N=CN(C1)C1=C(C=C(C=N1)NC(CC1=C(C(=CC=C1)C(F)(F)F)F)=O)F)=O |o1:3|